2-(6-(((1S,2R,3R,5R)-2-fluoro-1,5-dimethyl-8-azabicyclo[3.2.1]octan-3-yl)(methyl)amino)pyridazin-3-yl)-5-(1H-imidazol-1-yl)phenol F[C@H]1[C@@]2(CC[C@](C[C@H]1N(C1=CC=C(N=N1)C1=C(C=C(C=C1)N1C=NC=C1)O)C)(N2)C)C